5-((trans-1,3-dimethylpiperidin-4-yl)amino)-6-(4-fluorobenzyl)-N,N,3-trimethylpyrazine-2-carboxamide CN1C[C@H]([C@@H](CC1)NC=1N=C(C(=NC1CC1=CC=C(C=C1)F)C(=O)N(C)C)C)C